FC=1C=C(C(=O)NC=2C=CC=C3C(NN(C23)C2(CCCCC2)C)=O)C=C(C1)C(F)(F)F 3-fluoro-N-[1-(1-methylcyclohexyl)-3-oxo-2,3-dihydro-1H-indazol-7-yl]-5-(trifluoromethyl)benzamide